FC1(CCC2=C1N=C(N=C2C2=CC1=C([C@H](CO1)NS(=O)(=O)C)C=C2)N2[C@H]([C@](C2)(C)O)C)F N-((R)-6-(7,7-difluoro-2-((2S,3R)-3-hydroxy-2,3-dimethylazetidin-1-yl)-6,7-dihydro-5H-cyclopenta[d]pyrimidin-4-yl)-2,3-dihydrobenzofuran-3-yl)methanesulfonamide